N-(4-((6-(4-butylpiperidin-1-yl)-2-methylpyridin-3-yl)amino)benzyl)-5-oxopyrrolidine-3-carboxamide C(CCC)C1CCN(CC1)C1=CC=C(C(=N1)C)NC1=CC=C(CNC(=O)C2CNC(C2)=O)C=C1